E-chalcone C1(=CC=CC=C1)\C=C\C(=O)C1=CC=CC=C1